p-bis(isopropyl)silylstyrene C(C)(C)[SiH](C1=CC=C(C=C)C=C1)C(C)C